S(=O)(=O)(ON1C2C=C(CN(C1=O)C2)N2N=C(C=C2)\C(=N/OCCNC(=O)OC(C)(C)C)\C)[O-].[Na+] sodium (7-oxo-3-(3-[(Z,E)-N-[2-(tert-butoxycarbonylamino)ethoxy]-C-methyl-carbonimidoyl]-pyrazol-1-yl)-1,6-diazabicyclo[3.2.1]oct-3-en-6-yl) sulfate